NC1=CC=C(C(=C1C1=CC(N2[C@@H](CC(C2C1)(C)C)C(=O)OCC(=O)C=1C(=NC(=CC1)NC(C)=O)F)=O)F)Cl 2-(6-acetamido-2-fluoropyridin-3-yl)-2-oxoethyl (3S)-7-(6-amino-3-chloro-2-fluorophenyl)-1,1-dimethyl-5-oxo-1,2,3,5,8,8a-hexahydroindolizine-3-carboxylate